9-mesityl-10-methylacridinium tetrafluoroborate F[B-](F)(F)F.C1(=C(C(=CC(=C1)C)C)C=1C2=CC=CC=C2[N+](=C2C=CC=CC12)C)C